C(C)(=O)N[C@H](CSSC[C@H](C(=O)O)N)C(=O)O N-acetyl-D-cystine